O1C(CCCC1)N1N=CC(=C1)C1=CC=C(C2=C1C=CS2)B2OC(C(O2)(C)C)(C)C 1-(oxan-2-yl)-4-[7-(4,4,5,5-tetramethyl-1,3,2-dioxaborolan-2-yl)-1-benzothiophen-4-yl]pyrazole